(2-(2-methoxy-7-methylquinoxalin-5-yl)-4-methyl-7,8-dihydro-[1,4]dioxino[2',3':3,4]benzo[1,2-d]thiazol-7-yl)methyl (6-hydroxypyridin-3-yl)carbamate OC1=CC=C(C=N1)NC(OCC1OC2=C(C3=C(N=C(S3)C3=C4N=CC(=NC4=CC(=C3)C)OC)C(=C2)C)OC1)=O